3-(4-ethynylphenyl)-4-methyl-2-(4-((S)-2-((R)-3-methylpyrrolidin-1-yl)propoxy)phenyl)-2H-benzopyran-6-ol C(#C)C1=CC=C(C=C1)C=1C(OC2=C(C1C)C=C(C=C2)O)C2=CC=C(C=C2)OC[C@H](C)N2C[C@@H](CC2)C